COC(=O)C1=CC=2[C@H](CCCC2C=C1)O (S)-8-hydroxy-5,6,7,8-tetrahydronaphthalene-2-carboxylic acid methyl ester